ClC1=NC(=C2N=CNC2=N1)NC1=C(C=CC=C1)S(=O)(=O)C(C)C 2-chloro-N-(2-(isopropylsulfonyl)phenyl)-9H-purin-6-amine